CC1=C(C(=O)NC2(CC2)C2=C3C=CC=NC3=CC(=C2)NC(OC(C)(C)C)=O)C=C(C=C1)OC[C@H]1N(CC1)C tert-Butyl (s)-(5-(1-(2-methyl-5-((1-methylazetidin-2-yl)methoxy)benzamido)cyclopropyl)quinolin-7-yl)carbamate